6-(2-(4-Fluoro-3-methylphenyl)pyridin-3-yl)-N-(1-methylpiperidin-4-yl)imidazo[1,2-a]pyridine-3-carboxamide FC1=C(C=C(C=C1)C1=NC=CC=C1C=1C=CC=2N(C1)C(=CN2)C(=O)NC2CCN(CC2)C)C